ClC=1C=C(C=C(C1OC=1C(=C2C3(C(NC2=CC1)=O)CC3)C)Cl)NC(=O)C3=NOC(N3)=O.[P] phosphorus N-(3,5-dichloro-4-((4'-methyl-2'-oxospiro[cyclopropane-1,3'-indolin]-5'-yl)oxy)phenyl)-5-oxo-4,5-dihydro-1,2,4-oxadiazole-3-carboxamide